O=C1NC(CCC1N1CC2=CC=C(C(=C2C1=O)O[C@H]1COCCC1)COC(NC1=CC=C(C=C1)OC1=CC(=CC=C1)F)=O)=O.N1(C=NC=C1)C(=O)C1=CC=C(C=C1)C=1C=NC2=CC=CC=C2C1 (1H-imidazol-1-yl)(4-(quinolin-3-yl)phenyl)methanone [2-(2,6-dioxopiperidin-3-yl)-4-[(3R)-oxan-3-yloxy]-3-oxo-2,3-dihydro-1H-isoindol-5-yl]methyl-N-[4-(3-fluorophenoxy)phenyl]carbamate